(S)-6-((3-amino-5-(1-amino-1,3-dihydrospiro[indene-2,4'-piperidin]-1'-yl)pyrazin-2-yl)thio)benzo[c][1,2]oxaborol-1(3H)-ol NC=1C(=NC=C(N1)N1CCC2(CC1)[C@@H](C1=CC=CC=C1C2)N)SC=2C=CC1=C(B(OC1)O)C2